(S)-N-(5-cyano-6-cyclopropylpyridin-3-yl)-2-fluoro-8,8-dimethyl-7,8-dihydro-6H-cyclopenta[e]pyrazolo[1,5-a]pyrimidine-6-carboxamide C(#N)C=1C=C(C=NC1C1CC1)NC(=O)[C@H]1CC(C2=C1C=NC=1N2N=C(C1)F)(C)C